hydroxythiazolo-pyridinecarboxylate OC1=NC2=C(C=C1)N=C(S2)C(=O)[O-]